O1C(=NC2=C1C=CC=C2)C2=CC=C(C=C2)N(C2=CC=C(C=C2)C2=CC1=C(N=C(O1)C1=CC=CC=C1)C=C2)C2=CC=C(C=C2)C2=CC1=C(N=C(O1)C1=CC=CC=C1)C=C2 N-(4-benzoxazol-2-yl-phenyl)-N,N-bis{4-(2-phenyl-benzoxazol-6-yl)-phenyl}-amine